1-{3-[(6-chloropyridin-3-yl)amino]-1-(oxan-4-yl)-4H,6H,7H-pyrazolo[4,3-c]pyridin-5-yl}ethanone ClC1=CC=C(C=N1)NC1=NN(C2=C1CN(CC2)C(C)=O)C2CCOCC2